C(C)(C)(C)OC(=O)NC1=CC=C(N=N1)CC1(C(N(CC(C1)O[Si](C)(C)C(C)(C)C)C(=O)OC(C)(C)C)=O)C(=O)OC 1-(tert-butyl) 3-methyl 3-((6-((tert-butoxycarbonyl)amino)pyridazin-3-yl)methyl)-5-((tert-butyldimethylsilyl)oxy)-2-oxopiperidine-1,3-dicarboxylate